[(methylsulfanyl)methyl]furan CSCC=1OC=CC1